The molecule is a single-strand DNA oligonucleotide comprised of four deoxyadenosine, eight deoxycytidine, four thymidine and two deoxyguanidine residues connected by 3'->5' phosphodiester linkages in the sequence C-C-C-G-T-C-C-A-T-A-A-T-C-A-C-T-C-G. (PDB entry: 3VW3). CC1=CN(C(=O)NC1=O)[C@H]2C[C@@H]([C@H](O2)COP(=O)(O)O[C@H]3C[C@@H](O[C@@H]3COP(=O)(O)O[C@H]4C[C@@H](O[C@@H]4COP(=O)(O)O[C@H]5C[C@@H](O[C@@H]5COP(=O)(O)O[C@H]6C[C@@H](O[C@@H]6COP(=O)(O)O[C@H]7C[C@@H](O[C@@H]7COP(=O)(O)O[C@H]8C[C@@H](O[C@@H]8COP(=O)(O)O[C@H]9C[C@@H](O[C@@H]9COP(=O)(O)O[C@H]1C[C@@H](O[C@@H]1COP(=O)(O)O[C@H]1C[C@@H](O[C@@H]1COP(=O)(O)O[C@H]1C[C@@H](O[C@@H]1COP(=O)(O)O[C@H]1C[C@@H](O[C@@H]1COP(=O)(O)O[C@H]1C[C@@H](O[C@@H]1COP(=O)(O)O[C@H]1C[C@@H](O[C@@H]1COP(=O)(O)O[C@H]1C[C@@H](O[C@@H]1COP(=O)(O)O[C@H]1C[C@@H](O[C@@H]1CO)N1C=CC(=NC1=O)N)N1C=CC(=NC1=O)N)N1C=CC(=NC1=O)N)N1C=NC2=C1N=C(NC2=O)N)N1C=C(C(=O)NC1=O)C)N1C=CC(=NC1=O)N)N1C=CC(=NC1=O)N)N1C=NC2=C(N=CN=C21)N)N1C=C(C(=O)NC1=O)C)N1C=NC2=C(N=CN=C21)N)N1C=NC2=C(N=CN=C21)N)N1C=C(C(=O)NC1=O)C)N1C=CC(=NC1=O)N)N1C=NC2=C(N=CN=C21)N)N1C=CC(=NC1=O)N)OP(=O)(O)OC[C@@H]1[C@H](C[C@@H](O1)N1C=CC(=NC1=O)N)OP(=O)(O)OC[C@@H]1[C@H](C[C@@H](O1)N1C=NC2=C1N=C(NC2=O)N)O